6-(1,1-difluoro-5-azaspiro[2.4]heptan-5-yl)-4-methylpyridin FC1(CC12CN(CC2)C2=CC(=CC=N2)C)F